O([Si](C1=CC=CC=C1)(C1=CC=CC=C1)C(C)(C)C)CCON O-(2-(tert-butyl-diphenylsiloxy)ethyl)hydroxylamine